tert-butyl (2R,5S)-5-((R)-1-(2-hydroxybenzamido)-2-mercaptoethyl)-1-methylpyrrolidine-2-carboxylate OC1=C(C(=O)N[C@@H](CS)[C@@H]2CC[C@@H](N2C)C(=O)OC(C)(C)C)C=CC=C1